BrC=1SC(=C(N1)CO)C (2-Bromo-5-methylthiazol-4-yl)methanol